[Na+].[Na+].P([O-])(=O)(OP(=O)([O-])O)OC[C@@H]1[C@H]([C@H]([C@@H](O1)N1C(=O)NC(=O)C=C1)O)O uridine 5'-diphosphate disodium salt